FC(C=1C=C(C=CC1)CNC(N)=O)(F)F 3-[[3-(trifluoromethyl)phenyl]methyl]urea